S1C=C(C=C1)C1(CC(=NO1)C1=CC=C(C(=O)O)C=C1)C(F)(F)F 4-(5-(thiophen-3-yl)-5-(trifluoromethyl)-4,5-dihydroisoxazol-3-yl)benzoic acid